tert-Butyl (1-((3-((2-methyloxiran-2-yl)methyl)phenyl)sulfonyl)piperidin-4-yl)carbamate CC1(OC1)CC=1C=C(C=CC1)S(=O)(=O)N1CCC(CC1)NC(OC(C)(C)C)=O